BrC1=CC(=C2C(N(C(C2=C1)=O)CC1=CC=C(C=C1)OC)C1=C(C=CC(=C1)F)Cl)NC(C1=CC(=CC(=C1)C(F)(F)F)F)=O N-(6-bromo-3-(2-chloro-5-fluorophenyl)-2-(4-methoxybenzyl)-1-oxoisoindolin-4-yl)-3-fluoro-5-(trifluoroMethyl)benzamide